6-isobutylimidazo[1,2-a]pyrazine-2-carbaldehyde C(C(C)C)C=1N=CC=2N(C1)C=C(N2)C=O